BrC=1C=C2C(CCN(C2=CC1)C(=O)OC(C)(C)C)C#N tert-Butyl 6-bromo-4-cyano-3,4-dihydroquinoline-1(2H)-carboxylate